N1=NC(=CC2=C1C1=C(SCC2)C=CC=C1)N1N=C(N=C1N)NC1=CC=C(C=C1)N1CCC(CC1)N1CCCC1 1-(6,7-dihydro-5H-benzo[2,3]thiepino[4,5-c]pyridazin-3-yl)-N3-(4-(4-pyrrolidin-1-ylpiperidinyl)phenyl)-1H-1,2,4-triazole-3,5-diamine